ethyl 2,5-dihydroxycyclohexa-1,4-diene-1,4-dicarboxylate OC1=C(CC(=C(C1)C(=O)[O-])O)C(=O)OCC